NC=1N=NC(=CC1C1=CC=C(C=C1)C1CCN(CC1)C1CCN(CC1)C1=CC=C(OC2C(NC(CC2)=O)=O)C=C1)C1=C(C=CC=C1)O 3-(4-(4-(4-(3-amino-6-(2-hydroxyphenyl)pyridazin-4-yl)phenyl)-[1,4'-bipiperidin]-1'-yl)phenoxy)piperidine-2,6-dione